ClC1=CC(=C(C(=N1)OCC1=CC=C(C=C1)OC)F)N1CCOCC1 4-(6-chloro-3-fluoro-2-((4-methoxybenzyl)oxy)pyridin-4-yl)morpholine